BrC1=CC(=CC(=C1)F)F 4-bromo-2,6-difluorobenzene